(2S)-pyrrolidine-1,2-dicarboxylate N1([C@@H](CCC1)C(=O)[O-])C(=O)[O-]